(1aS,5aS)-2-(2,4-Difluoro-phenyl)-1a,2,5,5a-tetrahydro-1H-2,3-diaza-cyclopropa[a]pentalene-4-carboxylic acid [1-(3-methoxy-phenyl)-cyclopropyl]-amide COC=1C=C(C=CC1)C1(CC1)NC(=O)C=1C=2C[C@H]3[C@@H](C2N(N1)C1=C(C=C(C=C1)F)F)C3